C(N)(=O)C1=NN(C2=CC=C(C=C12)C(=O)O)CC(=O)N(C(C)C)CC(=O)NCC1=C(C(=CC=C1)Cl)F 3-carbamoyl-1-(2-((2-((3-chloro-2-fluorophenylmethyl)amino)-2-oxoethyl)(isopropyl)amino)-2-oxoethyl)-1H-indazole-5-carboxylic acid